ClC=1N=C(C2=C(N1)N(C(C2(C)C)=O)C2=C(C=C(C=C2)F)OC)Cl 2,4-dichloro-7-(4-fluoro-2-methoxyphenyl)-5,5-dimethyl-5,7-dihydro-6H-pyrrolo[2,3-d]pyrimidin-6-one